O=C1NC(CCC1N1C(C2=C(C=C(C=C2C1=O)CN1CCN(CC1)C1=C(C=C(C=C1)NC(C1=CC(=C(C=C1)C)C#CC1=CN=C2N1N=CC=C2)=O)C(F)(F)F)F)=O)=O N-(4-(4-((2-(2,6-dioxopiperidin-3-yl)-7-fluoro-1,3-dioxoisoindoline-5-yl)methyl)piperazin-1-yl)-3-(trifluoromethyl)phenyl)-3-(imidazo[1,2-b]pyridazin-3-ylethynyl)-4-methylbenzamide